hexahexylethylene diammonium C(CCCCC)[N+](CC[N+](CCCCCC)(CCCCCC)CCCCCC)(CCCCCC)CCCCCC